C12(CC3CC(CC(C1)C3)C2)C=2C=C(C=CC2OC)NC2=CC=C(C=C2)/C=C/C(=O)OCC2=CC=CC=C2 Benzyl (2E)-3-(4-{[3-(adamantan-1-yl)-4-methoxyphenyl]amino}phenyl)prop-2-enoate